C(C=C)[C@H]1[C@H](N(C[C@H]1OS(=O)(=O)C)C(=O)OC(C)(C)C)C(=O)OC 1-(tert-butyl) 2-methyl (2S,3S,4S)-3-allyl-4-((methylsulfonyl)oxy)pyrrolidine-1,2-dicarboxylate